(3-acryloxypropyl)methyldichlorosilane C(C=C)(=O)OCCC[Si](Cl)(Cl)C